4-dodecylbenzenesulfonate C(CCCCCCCCCCC)C1=CC=C(C=C1)S(=O)(=O)[O-]